5-methoxy-6-oxo-4-(pyrimidin-2-ylamino)pyran-2-carboxylic acid COC1=C(C=C(OC1=O)C(=O)O)NC1=NC=CC=N1